FC1=C(N(CC2=CC=C(C=C2)OC)C2=CN=C(C(=N2)C(/C=C/C(=O)OC)(CC)CC)CC)C=CC(=C1)F methyl (E)-4-[6-[2,4-difluoro-N-[(4-methoxyphenyl)methyl]anilino]-3-ethyl-pyrazin-2-yl]-4-ethyl-hex-2-enoate